C(C)(C)(C)OC(=O)N1CC=2C=CC(=NC2CC1CCCC1=CC=CC=C1)SCC1=CC=CC=C1 2-(Benzylthio)-7-(3-phenylpropyl)-7,8-dihydro-1,6-naphthyridine-6(5H)-carboxylic acid tert-butyl ester